(S)-N-(8,9-Difluoro-6-oxo-1,4,5,6-tetrahydro-2H-pyrano[3,4-c]isoquinolin-1-yl)-4-(difluoromethyl)-6-fluoro-N-methyl-1H-indole-2-carboxamide FC=1C(=CC=2C3=C(NC(C2C1)=O)COC[C@H]3N(C(=O)C=3NC1=CC(=CC(=C1C3)C(F)F)F)C)F